N1=C(C=CC=C1)CNCC1=CC=C(C=C1)CNC=1C=CC=C2C=CC=NC12 N-(2-pyridylmethyl)-N'-(8-quinolinyl)-1,4-xylylenediamine